(4-phenoxyphenoxy)-2-propanol O(C1=CC=CC=C1)C1=CC=C(OCC(C)O)C=C1